C1(CC1)C(=O)NC=1C=C(C(=O)NC=2C=NC=CC2I)C=CN1 2-(cyclopropanecarboxamido)-N-(4-iodopyridin-3-yl)isonicotinamide